FC1=C(C=CC=C1)C1=CC=C(C=C1)CCCNC(=O)C1=CC=C2C=NNC2=C1 N-(3-(2'-fluoro-[1,1'-biphenyl]-4-yl)propyl)-1H-indazole-6-carboxamide